[3-Chloro-5-[4-(hydroxymethyl)-1-piperidyl]phenyl]-[4-(5-methyloxazolo[4,5-b]pyridin-2-yl)piperazin-1-yl]methanon ClC=1C=C(C=C(C1)N1CCC(CC1)CO)C(=O)N1CCN(CC1)C=1OC=2C(=NC(=CC2)C)N1